O=C1N(CCC(N1)=O)C1=CC=C(C=C1)C1CCN(CC1)CC1CCN(CC1)C(=O)OC(C)(C)C tert-butyl 4-((4-(4-(2,4-dioxotetrahydropyrimidin-1(2H)-yl)phenyl)piperidin-1-yl)methyl)piperidine-1-carboxylate